C(\C=C\C(=O)[O-])(=O)[O-].COC1=C2C(=CNC2=CC=C1)CC[NH+](C(C)C)C.COC1=C2C(=CNC2=CC=C1)CC[NH+](C(C)C)C bis([2-(4-methoxy-1H-indol-3-yl)ethyl](methyl)(propan-2-yl)azanium) (2E)-but-2-enedioate